2,2-difluorocyclobutane-1-amine FC1(C(CC1)N)F